C[C@@H]1C(N(C(N1)=O)C1=CC=C(C=C1)OC1=CC(=CC=C1)C)=O (5R)-5-methyl-3-{4-[(3-methylphenyl)oxy]phenyl}-2,4-imidazolidinedione